FC(C1OC(NC2=C1C=CC=C2)=O)(F)F 4-(trifluoromethyl)-1H-3,1-benzoxazin-2-one